C1(CC1)C(CP(O)(=O)C)C1=CC(=CC=C1)OCC1=C(C=C(C=C1)C1=CC(=NC=C1F)OC)CN(C(C)C)C(C)C (2-cyclopropyl-2-(3-((2-((diisopropylamino)methyl)-4-(5-fluoro-2-methoxypyridin-4-yl)benzyl)oxy)phenyl)ethyl)(methyl)phosphinic acid